rhenium molybdenum trisulfide [Mo](=S)(=S)=S.[Re]